C(C)OC(CCC(=O)C1=NC(=CC=C1O)C1=C(C=C(C=C1)C(F)(F)F)C)=O 4-[3-hydroxy-6-(2-methyl-4-trifluoromethyl-phenyl)-pyridin-2-yl]-4-oxo-butyric acid ethyl ester